2-((2-oxo-2,3-dihydro-1H-benzo[d]imidazol-1-yl)methyl)oxazole-4-carboxylic acid O=C1NC2=C(N1CC=1OC=C(N1)C(=O)O)C=CC=C2